CS(=O)(=O)N1CC2N(C3=CC=CC=C3N(C2)C2=CC=C(C=C2)C(F)(F)F)CC1 3-(methylsulfonyl)-6-(4-(trifluoromethyl)phenyl)-2,3,4,4a,5,6-hexahydro-1H-pyrazino[1,2-a]quinoxaline